8-methyl-2-(methylthio)pyrido[4,3-d]pyrimidin-5(6H)-one CC1=CNC(C2=C1N=C(N=C2)SC)=O